N1=CN=CC(=C1)C(C=O)=C 2-(pyrimidin-5-yl)prop-2-en-1-one